(4-Bromobutyl)(trityl)sulfane BrCCCCSC(C1=CC=CC=C1)(C1=CC=CC=C1)C1=CC=CC=C1